N-[(2-benzyloxy-3,5-dibromo-4-pyridyl)methyleneamino]-2,4-difluoro-aniline C(C1=CC=CC=C1)OC1=NC=C(C(=C1Br)C=NNC1=C(C=C(C=C1)F)F)Br